4-hydroxy-6-(trifluoromethoxy)quinoline-3-sulfonyl chloride OC1=C(C=NC2=CC=C(C=C12)OC(F)(F)F)S(=O)(=O)Cl